C1C=2C3=C(COC2CCC1C(=O)O)C=CC=C3 tetrahydrobenzo[c]chromene-2-carboxylic acid